2-(2,6-dioxo-3-piperidyl)-4-[4-[[4-[[1-[6-[5-(1-methylcyclopropoxy)-2H-indazol-3-yl]pyrimidin-4-yl]-4-piperidyl]methyl]piperazin-1-yl]methyl]-1-piperidyl]isoindoline-1,3-dione O=C1NC(CCC1N1C(C2=CC=CC(=C2C1=O)N1CCC(CC1)CN1CCN(CC1)CC1CCN(CC1)C1=NC=NC(=C1)C=1NN=C2C=CC(=CC12)OC1(CC1)C)=O)=O